C1(CCC1)C1=NNC(N1C)=O 3-cyclobutyl-4-methyl-1H-1,2,4-triazol-5(4H)-one